C1(=CC=CC=C1)C1=CC2=C(N=C3N(C2=O)CCC3)O1 2-phenyl-7,8-dihydrofuro[2,3-D]pyrrolo[1,2-a]pyrimidin-4(6H)-one